2-(2-isopropylphenyl)-N-(4-(1-methyl-4-(trifluoromethyl)-1H-imidazol-2-yl)benzyl)-5,6,7,8-tetrahydropyrido[4,3-d]pyrimidin-4-amine C(C)(C)C1=C(C=CC=C1)C=1N=C(C2=C(N1)CCNC2)NCC2=CC=C(C=C2)C=2N(C=C(N2)C(F)(F)F)C